3-azaspiro[5.5]hendecane-3-carboxylic acid C1CN(CCC12CCCCC2)C(=O)O